C(C)(C)(C)OC(=O)N1CCC(CC1)C=1C=CC=2N(C1)C(=C(N2)CC)NC 4-(2-Ethyl-3-methylamino-imidazo[1,2-a]pyridin-6-yl)-piperidine-1-carboxylic acid tert-butyl ester